14-chloro-4-fluoro-15-methoxy-21-(3-methoxyazetidin-1-yl)-17,17-dioxo-10-oxa-17λ6-thia-18-azatetracyclo[17.3.1.112,16.02,7]tetracosa-1(23),2(7),3,5,12,14,16(24),19,21-nonaen-11-one ClC=1C=C2C(OCCC=3C=CC(=CC3C=3C=C(C=C(NS(C(C1OC)=C2)(=O)=O)C3)N3CC(C3)OC)F)=O